N-tertbutoxycarbonyl-carbamate C(C)(C)(C)OC(=O)NC([O-])=O